C(C)C1=CC=C(O1)C(C(C)(C)C)N 1-(5-ethylfuran-2-yl)-2,2-dimethylpropan-1-amine